(3R,4R)-tert-butyl 3-fluoro-4-(methylamino)pyrrolidine-1-carboxylate F[C@@H]1CN(C[C@H]1NC)C(=O)OC(C)(C)C